Cl.NC1=CN(C=2C=NN(C(C21)=O)C(C(F)(F)F)C)C 3-Amino-1-methyl-5-(1,1,1-trifluoropropan-2-yl)-1,5-dihydro-4H-pyrrolo[2,3-d]pyridazin-4-one hydrochloride